N-((S)-1-((3R,5'S)-5'-cyano-2-oxospiro[indoline-3,3'-pyrrolidin]-1'-yl)-4-fluoro-4-methyl-1-oxopent-2-yl)-N-methylacetamide C(#N)[C@@H]1C[C@@]2(CN1C([C@H](CC(C)(C)F)N(C(C)=O)C)=O)C(NC1=CC=CC=C12)=O